CC1(CC2=CC=C(C=C2C1)C)CO 2,3-dihydro-2,5-dimethyl-1H-indene-2-methanol